(2R)-2-(3-{5-chloro-2-[(oxacyclohex-4-yl)amino]pyrimidin-4-yl}-5-oxo-5H,6H,7H-pyrrolo[3,4-b]pyridin-6-yl)-N-[(1S)-1-(3-ethylphenyl)-2-hydroxyethyl]propionamide ClC=1C(=NC(=NC1)NC1CCOCC1)C=1C=C2C(=NC1)CN(C2=O)[C@@H](C(=O)N[C@H](CO)C2=CC(=CC=C2)CC)C